2-(beta-naphthoylmethylene)-3-methylbenzoxazoline C1=C(C=CC2=CC=CC=C12)C(=O)C=C1OC2=C(N1C)C=CC=C2